ClC=1C=C(C=CC1C1=NC(=C(C=C1)F)C#N)S(=O)(=O)NC1CC(C1)(C(F)(F)F)O 3-chloro-4-(6-cyano-5-fluoropyridin-2-yl)-N-((1s,3s)-3-hydroxy-3-(trifluoromethyl)cyclobutyl)benzenesulfonamide